C(C)(C)(C)OC(CN(CCOCC)C(CBr)=O)=O N-(Bromoacetyl)-N-(2-ethoxyethyl)glycine tert-butyl ester